C(C)(C)(C)N1N=C(N=N1)C(=O)NCC1=C(C=C(C=C1)C=1C=2N(C=C(N1)C=1C=NN(C1)C)N=CC2)C 2-(Tert-butyl)-N-(2-methyl-4-(6-(1-methyl-1H-pyrazol-4-yl)pyrazolo[1,5-a]pyrazin-4-yl)benzyl)-2H-tetrazole-5-carboxamide